N1(C=NC=C1)C1=CC(=CC(=N1)C(=O)NC1CCC(CC1)OC)OC 6-(1H-imidazol-1-yl)-4-methoxy-N-((1r,4r)-4-methoxycyclohexyl)pyridinecarboxamide